BrC=1C=C(C=CC1)NS(=O)(=O)C=C N-(3-bromophenyl)ethenesulfonamide